3-(3-bromophenyl)-1-phenylpropan-2-en-1-one O-acetyloxime C(C)(=O)ON=C(C=CC1=CC(=CC=C1)Br)C1=CC=CC=C1